NC1=NC2=CC=C(C=C2C=C1C)C(=O)N(CC1=NC=C(C=C1)C(F)(F)F)N1C=NC=2C1=NC=CC2 2-amino-N-(3H-imidazo[4,5-b]pyridin-3-yl)-3-methyl-N-((5-(trifluoromethyl)pyridin-2-yl)methyl)quinoline-6-carboxamide